2-(4-tolyl)-3-hydroxy-7-methoxy-4H-chromen-4-one C1(=CC=C(C=C1)C=1OC2=CC(=CC=C2C(C1O)=O)OC)C